2-(3-fluorophenyl)-N-(5-fluoropyridin-2-yl)cyclopropane-1-carboxamide FC=1C=C(C=CC1)C1C(C1)C(=O)NC1=NC=C(C=C1)F